C(C)(=O)OC1=CN(C2=CC=CC=C12)C(C)=O 1-Acetyl-1H-indol-3-yl acetate